C1(=CC=CC=C1)C1=CC=C(C=C1)B(O)O 4'-biphenylboronic acid